methyl 4-hydroxy-3-methoxy-5-methyl-benzoate OC1=C(C=C(C(=O)OC)C=C1C)OC